8-[3-(difluoromethyl)-1-bicyclo[1.1.1]pentanyl]-3-methyl-6-[6-(1-methylpyrazol-4-yl)-3,6-dihydro-2H-pyran-4-yl]-2-(trifluoromethyl)pyrimido[5,4-d]pyrimidin-4-one FC(C12CC(C1)(C2)C2=NC(=NC1=C2N=C(N(C1=O)C)C(F)(F)F)C=1CCOC(C1)C=1C=NN(C1)C)F